(R or S)-6-fluoro-N~2~-(6-methoxy-1,2-dimethyl-1,2,3,4-tetrahydroisoquinolin-7-yl)-7-(8-methyl-2,3-dihydro-1H-pyrido[2,3-b][1,4]oxazin-7-yl)quinazoline-2,5-diamine FC1=C(C=2C=NC(=NC2C=C1C1=C(C2=C(OCCN2)N=C1)C)NC1=C(C=C2CCN([C@@H](C2=C1)C)C)OC)N |o1:30|